ClC1=CC=2NC(=CC2S1)C(=O)N(C)[C@H]1COCC=2NC(C=3C=C(C(=CC3C21)F)F)=O (R)-2-chloro-N-(8,9-difluoro-6-oxo-1,4,5,6-tetrahydro-2H-pyrano[3,4-c]isoquinolin-1-yl)-N-methyl-4H-thieno[3,2-b]pyrrole-5-carboxamide